2-[1-(3-bromo-5-methoxyphenyl)pyrazol-4-yl]acetonitrile BrC=1C=C(C=C(C1)OC)N1N=CC(=C1)CC#N